ClC1=C(C=C(C=C1F)F)OCC(OCC)OCC 2-Chloro-1-(2,2-diethoxyethoxy)-3,5-difluorobenzene